ClC1=CC2=C(C(=N1)C(=O)OC)C=C(N2C)C2=CC=C(C=C2)S(=O)(=O)C methyl 6-chloro-1-methyl-2-(4-(methylsulfonyl)phenyl)-1H-pyrrolo[3,2-c]pyridine-4-carboxylate